(E)-2,4-difluoro-N-(5-(4-(4-(4-oxopent-2-enoyl)piperazin-1-yl)quinazolin-6-yl)-2-(tri-fluoromethyl)pyridin-3-yl)benzene-sulfonamide FC1=C(C=CC(=C1)F)S(=O)(=O)NC=1C(=NC=C(C1)C=1C=C2C(=NC=NC2=CC1)N1CCN(CC1)C(\C=C\C(C)=O)=O)C(F)(F)F